N-acetyl-3,5-diiodo-L-tyrosine ethyl ester C(C)OC([C@@H](NC(C)=O)CC1=CC(=C(C(=C1)I)O)I)=O